FC1=C(C=CC(=C1)F)N1N=C(C2=CC=CC=C2C1=O)C=1C=C(C=CC1)S(=O)(=O)NCCO 3-(3-(2,4-difluorophenyl)-4-oxo-3,4-dihydro-phthalazin-1-yl)-N-(2-hydroxyethyl)benzenesulfonamide